7-bromo-2-(pyridin-4-yl)quinoxaline BrC1=CC=C2N=CC(=NC2=C1)C1=CC=NC=C1